Cl.N[C@H](C(=O)OC(C(=O)N(C)C)C(C)C)CC1=CC(=CC=C1)S(=O)(=O)N1CC(C1)(OC=1C=C2N=CC=NC2=CC1)C1=CC=CC=C1 1-(Dimethylamino)-3-methyl-1-oxobutan-2-yl (2S)-2-amino-3-(3-{3-phenyl-3-[(quinoxalin-6-yl)oxy]azetidin-1-sulfonyl}phenyl)propanoate monohydrochloride